FC(C1(CC1)C[C@H](C#C)NC(OC(C)(C)C)=O)(F)F tert-butyl N-[(1R)-1-[[1-(trifluoromethyl)cyclopropyl]methyl]prop-2-ynyl]carbamate